2-((((9H-fluoren-9-yl)methoxy)carbonyl)amino)-3-(4-hydroxy-3-iodophenyl)propionic acid C1=CC=CC=2C3=CC=CC=C3C(C12)COC(=O)NC(C(=O)O)CC1=CC(=C(C=C1)O)I